(R)-2-(2-bromo-4,4-difluoro-9-oxo-4,5,6,7,8,9-hexahydro-3H-1-thia-5a,8-diazabenzo[cd]azulen-7-yl)acetonitrile BrC=1SC=2C(N[C@@H](CN3C2C1CC(C3)(F)F)CC#N)=O